ClC=1C(=C(C=CC1F)N(C(=O)[C@H]1N(CC(C1)C(=O)NC=1C=NN(C1)C)C1=NC(=CC(=C1)C(F)(F)F)C)C)F (2S)-N2-(3-chloro-2,4-difluorophenyl)-N2-methyl-N4-(1-methyl-1H-pyrazol-4-yl)-1-(6-methyl-4-(trifluoromethyl)pyridin-2-yl)pyrrolidine-2,4-dicarboxamide